(R)-3-((tert-butoxycarbonyl)(methyl)amino)-1-(3-chlorophenyl)propyl methanesulfonate CS(=O)(=O)O[C@H](CCN(C)C(=O)OC(C)(C)C)C1=CC(=CC=C1)Cl